3-(1,3-dioxan-2-yl)-1-(4-chlorophenyl)propan-1-one O1C(OCCC1)CCC(=O)C1=CC=C(C=C1)Cl